C=CCCCCCCCCCCCCCCCCCCCCCCCC n-Hexacosanen